O=C1NC(CCC1C1=C(C=C(C=C1F)N1CC(C1)NC(OC1CN(C1)C1=NC=C(C=C1)C)=O)F)=O 1-(5-methylpyridin-2-yl)azetidin-3-yl (1-(4-(2,6-dioxopiperidin-3-yl)-3,5-difluorophenyl)azetidin-3-yl)carbamate